bis(3-(azetidin-1-yl)phenyl)dimethylsilane N1(CCC1)C=1C=C(C=CC1)[Si](C)(C)C1=CC(=CC=C1)N1CCC1